C1(=CC=CC=C1)N1N=CC=2C1=NC(=NC2)C(=O)N[C@H]2COC1=C(N(C2=O)C)C=CC=C1 1-phenyl-N-[(3S)-5-methyl-4-oxo-2,3-dihydro-1,5-benzoxazepin-3-yl]pyrazolo[3,4-d]pyrimidine-6-carboxamide